NC1=NN2C(C=C(C=C2)C=2C=C(C(=NC2C)C)C(=O)NCC2=C(C=CC=C2)OCC2CCCC2)=N1 5-{2-amino-[1,2,4]triazolo[1,5-a]pyridin-7-yl}-N-{[2-(cyclopentylmethoxy)phenyl]methyl}-2,6-dimethylpyridine-3-carboxamide